pyrazolo[1,5-a]pyridin-6-yl-formaldehyde N1=CC=C2N1C=C(C=C2)C=O